BrC1=C(C=CC(=C1)Br)C bromo-1-methyl-4-bromobenzene